COC(=O)[C@@H]1CC[C@H](CC1)N1CCOCC1 trans-4-(morpholin-4-yl)cyclohexanecarboxylic acid methyl ester